cyclopropyl (3S,4S)-3-amino-4-fluoropyrrolidine-1-carboxylate N[C@H]1CN(C[C@@H]1F)C(=O)OC1CC1